CC(C=O)CC1=CC2=C(C=C1)OCO2 2-methyl-3-(3,4-methylenedioxy-phenyl)propanal